benzoyl-1-(2-oxo-1-(4-(2-(2-oxopropoxy)ethoxy)phenyl)pyrrolidin-3-yl)pyrimidine-2,4(1H,3H)-dione C(C1=CC=CC=C1)(=O)N1C(N(C=CC1=O)C1C(N(CC1)C1=CC=C(C=C1)OCCOCC(C)=O)=O)=O